C(N)(=O)C(C#N)(C)C 2-(carbamoyl)isobutyronitrile